(S)-6-(4-amino-4,6-Dihydrospiro[cyclopenta[b]thiophene-5,4'-piperidin]-1'-yl)-3-(3-(trifluoromethyl)pyridin-4-yl)-1,5-dihydro-4H-pyrazolo[3,4-d]pyrimidin-4-one N[C@@H]1C2=C(SC=C2)CC12CCN(CC2)C=2NC(C1=C(N2)NN=C1C1=C(C=NC=C1)C(F)(F)F)=O